N-[[4-(1-hydroxy-1-methyl-ethyl)-1-[4-(trifluoromethoxy)phenyl]pyrazolo[3,4-b]pyridin-3-yl]methyl]prop-2-enamide OC(C)(C)C1=C2C(=NC=C1)N(N=C2CNC(C=C)=O)C2=CC=C(C=C2)OC(F)(F)F